IC=1N=CN2C1CN(CC2)C(C)=O 1-(1-iodo-5,6-dihydroimidazo[1,5-a]pyrazin-7(8H)-yl)ethanone